phosphoamino alcohol P(=O)(=O)NO